N-[5-bromo-3-(5-chloro-1H-pyrrolo[2,3-b]pyridine-3-carbonyl)-2,4-difluoro-phenyl]-1-(4-fluorophenyl)-5-methylsulfanyl-pyrazole-3-carboxamide BrC=1C(=C(C(=C(C1)NC(=O)C1=NN(C(=C1)SC)C1=CC=C(C=C1)F)F)C(=O)C1=CNC2=NC=C(C=C21)Cl)F